ClC1=C(C(=CC(=C1)Cl)F)NC=1N(C2=NC(=NC=C2N1)NC1CCOCC1)C1CCC(CC1)(C(=O)N)C (1s,4s)-4-(8-(2,4-dichloro-6-fluorophenylamino)-2-(tetrahydro-2H-pyran-4-ylamino)-9H-purin-9-yl)-1-methylcyclohexanecarboxamide